C(C)OC1=CC=C(C=N1)C1=CN=CC(=N1)C(=O)NO[C@H](C)C1=C(C=CC=C1)F |o1:19| (R*)-6-(6-ethoxypyridin-3-yl)-N-(1-(2-fluorophenyl)ethoxy)pyrazine-2-carboxamide